amino-4-methylcoumarin-3-acetic acid, succinimidyl ester NC1=C2C(=C(C(OC2=CC=C1)=O)CC(=O)ON1C(CCC1=O)=O)C